C(C)(C)(C)OC(N[C@H]1CSC2=C(NC1=O)C=C(C(=C2)F)C(NNC(C(C)(C)C)=O)=O)=O N-[(3R)-7-[(2,2-dimethylpropionylamino)carbamoyl]-8-fluoro-4-oxo-3,5-dihydro-2H-1,5-benzothiazepine-3-Yl]carbamic acid tert-butyl ester